(s)-2-((((9H-fluoren-9-yl)methoxy)carbonyl)amino)3-(pyridin-3-yl)propionic acid C1=CC=CC=2C3=CC=CC=C3C(C12)COC(=O)N[C@H](C(=O)O)CC=1C=NC=CC1